ClC=1C(=NC(=NC1)N[C@H]1[C@@H](COCC1)O)C1=CC2=C(N=C3N2C(C(N3C)=O)C)C(=C1)F 6-(5-chloro-2-(((3S,4R)-3-hydroxytetrahydro-2H-pyran-4-yl)amino)pyrimidin-4-yl)-8-fluoro-1,3-dimethyl-1H-benzo[d]imidazo[1,2-a]imidazol-2(3H)-one